NN1C=C2C=CC3=CN(C=C4C3=C2C(=C1)C=C4)N 2,7-diaminobenzo[LMN][3,8]phenanthroline